Biphenyl-formamide tert-butyl-(R)-3-(chloro(isopropyl)amino)-3-methylpyrrolidine-1-carboxylate C(C)(C)(C)OC(=O)N1C[C@](CC1)(C)N(C(C)C)Cl.C=1(C(=CC=CC1)C(=O)N)C1=CC=CC=C1